Tert-butyl 5-((2-oxo-2,3-dihydro-1H-benzo[d]imidazol-1-yl)methyl)indoline-1-carboxylate O=C1NC2=C(N1CC=1C=C3CCN(C3=CC1)C(=O)OC(C)(C)C)C=CC=C2